trans-N-(8-amino-6-(5-amino-4-methylpyridin-3-yl)-7-fluoroisoquinolin-3-yl)-2-(cyanomethyl)-3-methylcyclopropane-1-carboxamide NC=1C(=C(C=C2C=C(N=CC12)NC(=O)C1C(C1C)CC#N)C=1C=NC=C(C1C)N)F